C(C)(C)(C)OC(=O)N1CCC(CC1)COC1=NC=C(C=C1)C(F)(F)F 4-(((5-(trifluoromethyl)pyridin-2-yl)oxy)methyl)piperidine-1-carboxylic acid tert-butyl ester